NC1=C(C(=NN1C1=NC=CC=N1)C(F)(F)F)C1=C(N(N=C1C1=CC=C(C=C1)Cl)C)C#N 4-[5-amino-1-pyrimidin-2-yl-3-(trifluoromethyl)pyrazol-4-yl]-5-(4-chlorophenyl)-2-methyl-pyrazole-3-carbonitrile